FC=1C(=NC=C(C1)C1=CC=NN1C1OCCCC1)OC1=CC=C(C=C1)C=1N=NN(N1)CCCO 3-(5-(4-((3-fluoro-5-(1-(tetrahydro-2H-pyran-2-yl)-1H-pyrazol-5-yl)pyridin-2-yl)oxy)phenyl)-2H-tetrazol-2-yl)propan-1-ol